BrCC(=O)C1=CC=CC=C1 2-bromoacetophenone